COC(CC(=O)OC)C(=O)NC1=CC=C(C=C1)OC methyl 3-methoxy-4-((4-methoxyphenyl) amino)-4-oxobutanoate